Pyrrole-2-ylbutanamide N1C(=CC=C1)C(C(=O)N)CC